C(C1=CC=CC=C1)OC(NCCC(S(=O)(=O)C1=NC=CC=C1)(F)F)=O (3,3-difluoro-3-(pyridin-2-ylsulfonyl)propyl)carbamic acid benzyl ester